O1C(=NC2=C1C=CC=C2)NC=2N(C1=CC=CC=C1C(N2)=O)C 2-(1,3-benzoxazol-2-ylamino)-1-methylquinazolin-4(1H)-one